tert-butyl 2-(2-((3-((2-(4-methoxyphenyl)quinolin-4-yl)amino)propyl) (methyl)amino)ethyl)piperidine-1-carboxylate COC1=CC=C(C=C1)C1=NC2=CC=CC=C2C(=C1)NCCCN(CCC1N(CCCC1)C(=O)OC(C)(C)C)C